NCC=1C(=NC(=C(N1)C=1C=CC=2N(C1)C(=CN2)C)C2=CC(=CC(=C2)F)F)N (aminomethyl)-6-(3,5-difluorophenyl)-5-[3-methylimidazo[1,2-a]pyridin-6-yl]pyrazin-2-amine